C(CCC)C(C1CO1)(CCCC)CCCC tributyl propylene oxide